C(C)(C)(C)OC(=O)N([C@@H](CC(C)C)C(=O)N[C@@H](CCO)C(=O)O)C N-(tert-butoxycarbonyl)-N-methyl-L-leucylhomoserine